CN1N=CC(=C1)C=O 1-methyl-1H-pyrazole-4-formaldehyde